7-(3,8-dimethyl-2,3-dihydro-1H-pyrido[2,3-b][1,4]oxazin-7-yl)-6-fluoro-N5,N-bis(4-methoxybenzyl)quinazoline-2,5-diamine CC1CNC2=C(O1)N=CC(=C2C)C=2C(=C(C=1C=NC(=NC1C2)NCC2=CC=C(C=C2)OC)NCC2=CC=C(C=C2)OC)F